C(C)OC1=C(C=C(C=C1)C)O[C@H](C/C=C/C)CCCCCC (S,E)-1-ethoxy-4-methyl-2-(undec-2-en-5-yloxy)benzene